ClC1=C(C=C(C=C1)F)C1NCCC1 2-(2-chloro-5-fluorophenyl)pyrrolidine